NC1=NC(=C(C(=N1)C)CC=1C=C(C(=O)OC)C=CC1OC)N[C@H](CCSC)CCCC Methyl (S)-3-((2-amino-4-methyl-6-((1-(methylthio) hept-3-yl) amino) pyrimidin-5-yl) methyl)-4-methoxybenzoate